C1=CC=CC=C1 P-benzene